CC1(CCC=2C(=NNC2C1)C=1NC2=CC(=CC=C2C1)N(C([C@H](C)N1CCNCC1)=O)C)C (S)-N-(2-(6,6-dimethyl-4,5,6,7-tetrahydro-1H-indazol-3-yl)-1H-indol-6-yl)-N-methyl-2-(piperazin-1-yl)propionamide